(phenylthio)benzo[b]thiophene C1(=CC=CC=C1)SC1=CC2=C(S1)C=CC=C2